Cl.Cl.N(=NC(C(=N)N)(C)C)C(C(=N)N)(C)C 2,2'-azobisisobutyramidine dihydrochloride